C(C)(SC(CNC(=O)OC(C)(C)C)[2H])=O S-(2-((tert-butoxycarbonyl)amino)ethyl-1-d) ethanethioate